CN(C(CCCCCCCCC)CCCC=CCCCCCCCCCCCCCC)C N,N-dimethylnonacos-14-en-10-amine